4-(2-(5-(3-fluorophenyl)-1H-pyrazol-1-yl)pyrido[3,2-d]pyrimidin-4-yl)morpholine FC=1C=C(C=CC1)C1=CC=NN1C=1N=C(C2=C(N1)C=CC=N2)N2CCOCC2